NC1=NC=CC=2N1C(=NC2C2CN(CCC2)C(C=C)=O)C2=CC(=C(C=C2)OC2=NC=CC(=C2)C2CC2)F 1-(3-(5-amino-3-(4-((4-cyclopropylpyridin-2-yl)oxy)-3-fluorophenyl)imidazo[1,5-c]pyrimidin-1-yl)piperidin-1-yl)prop-2-en-1-one